3,3',5,5'-tetraaminodiphenylmethane C1=C(C=C(C=C1N)N)CC2=CC(=CC(=C2)N)N